tetrahydro-1,8-naphthyridin N1CCCC2=CC=CN=C12